(S)-7-(2,4-difluoro-6-(2-hydroxyethoxy)phenyl)-6-(5,6,7,8-tetrahydro-4H-pyrazolo[1,5-d][1,4]diazepin-2-yl)thieno[3,2-c]pyridin-4-yl trifluoromethanesulfonate FC(S(=O)(=O)OC1=NC(=C(C2=C1C=CS2)C2=C(C=C(C=C2OCCO)F)F)C2=NN1CCNCCC1=C2)(F)F